3-(4-methylpiperidin-1-yl)quinoxaline-5-carbonitrile CC1CCN(CC1)C=1C=NC=2C=CC=C(C2N1)C#N